tert-Butyl (S)-4-(5-cyclobutyl-7-tosyl-7H-pyrrolo[2,3-d]pyrimidin-4-yl)-3-methylpiperazine-1-carboxylate C1(CCC1)C1=CN(C=2N=CN=C(C21)N2[C@H](CN(CC2)C(=O)OC(C)(C)C)C)S(=O)(=O)C2=CC=C(C)C=C2